NC([C@H](CCC(=O)OC(C)(C)C)NCC=1C(=CC(=C(C(=O)OC)C1)C)Br)=O methyl (S)-5-(((1-amino-5-(tert-butoxy)-1,5-dioxopentan-2-yl) amino)methyl)-4-bromo-2-methylbenzoate